N-(phenylsulfonyl)-2-chloro-6-[3-[(2,2,3,3-tetramethylcyclopropyl)methoxy]Pyrazol-1-yl]Pyridine-3-carboxamide C1(=CC=CC=C1)S(=O)(=O)NC(=O)C=1C(=NC(=CC1)N1N=C(C=C1)OCC1C(C1(C)C)(C)C)Cl